NCCCCCN1N=CC=C1C(=O)OCC ethyl 1-(5-aminopentyl)-1H-pyrazole-5-carboxylate